tert-butyl 4-(2-methoxyethyl)-4-phenethylpiperidine-1-carboxylate COCCC1(CCN(CC1)C(=O)OC(C)(C)C)CCC1=CC=CC=C1